C(C1=CC=CC=C1)N(C(C(=O)OCC)=O)CC1=C(C(=CC=C1)C)C Ethyl 2-[benzyl-[(2,3-dimethylphenyl)methyl]amino]-2-oxo-acetate